OCC1CN(CC(C1)C=1C(=C2COC(C2=CC1)=O)C)CC=1C=NN(C1)C1=NC=C(C#N)C(=C1)C 6-(4-((3-(hydroxymethyl)-5-(4-methyl-1-oxo-1,3-dihydroisobenzofuran-5-yl)piperidin-1-yl)methyl)-1H-pyrazol-1-yl)-4-methylnicotinonitrile